((1R)-1-(2-fluoro-3-((3-methoxybenzyl)amino)-3-oxopropionamido)-2-phenylethyl)boric acid FC(C(=O)N[C@@H](CC1=CC=CC=C1)OB(O)O)C(=O)NCC1=CC(=CC=C1)OC